2-(4-chloro-3-fluorophenoxy)-N-[(3s,6r)-6-[5-(3,3-difluorocyclobutoxy)-1,3,4-oxadiazol-2-yl]piperidin-3-yl]acetamide ClC1=C(C=C(OCC(=O)N[C@@H]2CN[C@H](CC2)C=2OC(=NN2)OC2CC(C2)(F)F)C=C1)F